OC1COC2=C(O1)C=CC=C2N2CC(NCC2)C 2-Hydroxy-5-(3-methylpiperazin-1-yl)-2,3-dihydro-1,4-benzodioxine